2,5-dimethoxyphenylamine COC1=C(C=C(C=C1)OC)N